N-(3-(6-benzamido-1-methyl-1H-benzo[d]imidazol-2-yl)pyridin-2-yl)benzamide C(C1=CC=CC=C1)(=O)NC=1C=CC2=C(N(C(=N2)C=2C(=NC=CC2)NC(C2=CC=CC=C2)=O)C)C1